vinylpropylvinylvinylsilane C(=C)CCCC=CC=C[SiH3]